NC1=C2C(=NC=N1)N(N=C2C=2C=NNC2)C(C)C=2OC1=CC=CC(=C1C(C2C2=CC(=CC=C2)F)=O)F 2-(1-(4-amino-3-(1H-pyrazol-4-yl)-1H-pyrazolo[3,4-d]pyrimidin-1-yl)ethyl)-5-fluoro-3-(3-fluorophenyl)-4H-chromen-4-one